5-(4-methylphenyl)-1-(4-chlorophenyl)-3-difluoromethyl-1H-pyrazole-4-carbonitrile CC1=CC=C(C=C1)C1=C(C(=NN1C1=CC=C(C=C1)Cl)C(F)F)C#N